N-(1-methylpiperidin-4-yl)-5-(1,5-naphthyridin-2-yl)pyrrolo[2,1-f][1,2,4]triazin-2-amine CN1CCC(CC1)NC1=NN2C(C=N1)=C(C=C2)C2=NC1=CC=CN=C1C=C2